(2-(2-ethoxy-2-oxoethyl)-3H-imidazo[4,5-b]pyridin-5-yl)-8-azabicyclo[3.2.1]octane-8-carboxylic acid tert-butyl ester C(C)(C)(C)OC(=O)N1C2(CCCC1CC2)C2=CC=C1C(=N2)NC(=N1)CC(=O)OCC